1-Dodecyl-2-propylpyrrolium methansulfonat CS(=O)(=O)[O-].C(CCCCCCCCCCC)[NH+]1C(=CC=C1)CCC